(1-(4-cyclopropyl-5-(5-ethoxy-4H-1,2,4-triazol-3-yl)-2-ethylbenzoyl)piperidin-4-yl)benzonitrile C1(CC1)C1=CC(=C(C(=O)N2CCC(CC2)C2=C(C#N)C=CC=C2)C=C1C1=NN=C(N1)OCC)CC